2-hydroxy-5-(2-((2-methoxy-4-(4-(4-methylpiperazin-1-yl)piperidin-1-yl)phenyl)amino)-4-phenoxypyrimidin-5-yl)benzaldehyde OC1=C(C=O)C=C(C=C1)C=1C(=NC(=NC1)NC1=C(C=C(C=C1)N1CCC(CC1)N1CCN(CC1)C)OC)OC1=CC=CC=C1